2-(1-ethyl-1H-pyrazol-4-yl)-2-methylpropionaldehyde C(C)N1N=CC(=C1)C(C=O)(C)C